C(C)(C)(C)OC(=O)N1C=C(C2=C(C=CC=C12)OC)CC(=O)N(C)C 3-(2-(dimethylamino)-2-oxoethyl)-4-methoxy-1H-indole-1-carboxylic acid tert-butyl ester